CC=1SC=C(N1)C(C)NC1=NC=C(C=N1)C1=NOC(=N1)C(F)(F)F N-[1-(2-methyl-1,3-thiazol-4-yl)ethyl]-5-[5-(trifluoromethyl)-1,2,4-oxadiazol-3-yl]pyrimidin-2-amine